(+-)-trans-4-hydroxy-2-(4-(methoxycarbonyl)phenyl)piperidine-1-carboxylic acid benzyl ester C(C1=CC=CC=C1)OC(=O)N1[C@H](C[C@@H](CC1)O)C1=CC=C(C=C1)C(=O)OC |r|